CC(C(=O)Cl)(C)C 2,2-dimethylpropionic acid chloride